(R)-N'-(((S)-3-hydroxy-3-{trifluoromethyl}-1,2,3,5,6,7-hexahydro-s-indacen-4-yl)carbamoyl)-6,7-dihydro-5H-pyrazolo[5,1-b][1,3]oxazine-3-sulfonimidamide O[C@]1(CCC2=CC=3CCCC3C(=C12)NC(=O)N=[S@](=O)(N)C=1C=NN2C1OCCC2)C(F)(F)F